2-butyl-4-(3-fluoro-4-hydroxyphenyl)-2,7-naphthyridin-1(2H)-one C(CCC)N1C(C2=CN=CC=C2C(=C1)C1=CC(=C(C=C1)O)F)=O